1-[3-[5-(4-bromophenyl)-1-[2-(trifluoromethyl)phenyl]pyrrol-2-yl]phenyl]-N,N-dimethyl-methanamine hydrochloride Cl.BrC1=CC=C(C=C1)C1=CC=C(N1C1=C(C=CC=C1)C(F)(F)F)C=1C=C(C=CC1)CN(C)C